N-benzyl-oxycarbonyl-5-hydroxytryptamine C(C1=CC=CC=C1)OC(=O)NCCC1=CNC2=CC=C(C=C12)O